N,N-di(2-hydroxyethyl)octadecylamine OCCN(CCO)CCCCCCCCCCCCCCCCCC